ClC1=CNC2=C(C=CC(=C12)Cl)C1=C(C=CC(=C1)S(=O)(=O)N1C(CN(CC1)C(C(F)(F)F)=O)CCC)S(=O)(=O)N (3,4-dichloro-1H-indol-7-yl)-4-((2-propyl-4-(2,2,2-trifluoroacetyl)piperazin-1-yl)sulfonyl)benzenesulfonamide